3-(4-iso-propylphenyl)-2-methylpropan-1-al C(C)(C)C1=CC=C(C=C1)CC(C=O)C